FC1=CC=C(C=C1)C=1N=CN(C1C1=CC=NC=C1)CC(=O)[O-] [4-(4-fluorophenyl)-5-(pyridin-4-yl)-1H-imidazol-1-yl]Acetate